N-[[1-[6-(3-cyclopropyl-1,2,4-triazol-1-yl)-2-azaspiro[3.3]heptane-2-carbonyl]azetidin-3-yl]methyl]-3-(trifluoromethyl)benzenesulfonamide C1(CC1)C1=NN(C=N1)C1CC2(CN(C2)C(=O)N2CC(C2)CNS(=O)(=O)C2=CC(=CC=C2)C(F)(F)F)C1